Diphenyl-phenylthiophenyl-sulfonium C1(=CC=CC=C1)C=1C(=C(SC1)[SH+]C1=CC=CC=C1)C1=CC=CC=C1